N1(C=NC=C1)C[C@H]1COC=2C(=C(C=C3C(=NC(N1C23)=O)N2[C@H](CN([C@@H](C2)C)C(C=C)=O)C)Cl)C2=C(C=CC=C2O)F (3S)-3-((1H-imidazol-1-yl)methyl)-7-((2S,5R)-4-acryloyl-2,5-di-methylpiperazin-1-yl)-9-chloro-10-(2-fluoro-6-hydroxyphenyl)-2H-[1,4]oxazino[2,3,4-ij]quinazolin-5(3H)-one